Cl.C12C(CC(CC1)N2)N2CC(C2)N2N=CC(=C2C)C2=CC=1N(C(=C2)O[C@H](C)C2=NC=CC=C2)C(=CN1)C#N 7-[1-[1-(7-Azabicyclo[2.2.1]heptan-2-yl)azetidine-3-yl]-5-methyl-pyrazol-4-yl]-5-[(1R)-1-(2-pyridyl)ethoxy]imidazo[1,2-a]pyridine-3-carbonitrile HCl